(pyridin-2-ylmethyl)-1,2,3,4-tetrazole N1=C(C=CC=C1)CC1=NN=NN1